C1(=C(C(=C(C(=C1[2H])[2H])[2H])[2H])[2H])OB(O)O (Phenyl-d5)boric acid